1-[5-bromo-2-[3-(trifluoromethyl)anilino]phenyl]ethanone BrC=1C=CC(=C(C1)C(C)=O)NC1=CC(=CC=C1)C(F)(F)F